N-Boc-piperidine C(=O)(OC(C)(C)C)N1CCCCC1